5-isopropyl-2-methylthiazolo[5',4':4,5]Pyrrolo[1,2-d][1,2,4]Triazin-8(7H)-one C(C)(C)C1=NNC(C=2N1C1=C(C2)SC(=N1)C)=O